C(C1=CC=CC=C1)N1C(C(CC1)N(C(=O)C=1N=C(SC1)C#C)C1=CC(=CC(=C1)C(F)(F)F)OC(C)C)=O N-(1-Benzyl-2-oxopyrrolidin-3-yl)-2-ethynyl-N-(3-isopropoxy-5-(trifluoromethyl)phenyl)thiazole-4-carboxamide